6-(2,4-difluorophenyl)-4-(2-methylpyridin-3-yl)isoindolin-1-one FC1=C(C=CC(=C1)F)C1=CC(=C2CNC(C2=C1)=O)C=1C(=NC=CC1)C